N=1N=C(NC1)COCC1=CC=C(C=C1)C#CC1=CC=C(C=C1)C1=CC(=NO1)CN1C(=NC=C1)[C@H](C)O (S)-1-(1-((5-(4-((4-(((4H-1,2,4-triazol-3-yl)methoxy)methyl)phenyl)ethynyl)phenyl)isoxazol-3-yl)methyl)-1H-imidazol-2-yl)ethan-1-ol